FC1=C(CN2N=C(N=C2)C(=O)N)C=C(C=C1)F 1-(2,5-difluorobenzyl)-1H-1,2,4-triazole-3-carboxamide